(3,5-dimethylphenyl)-4-{5-[1-(4-methylbenzoyl)piperidin-4-yl]-1,2,4-oxadiazol-3-yl}benzamide CC=1C=C(C=C(C1)C)C1=C(C(=O)N)C=CC(=C1)C1=NOC(=N1)C1CCN(CC1)C(C1=CC=C(C=C1)C)=O